O[C@H](COC=1C=C(C=CC1)S(=O)(=O)NC)CNC1COC2(C1)CCN(CC2)S(=O)(=O)C2=CC1=C(NC(S1)=O)C=C2 3-((2S)-2-hydroxy-3-(8-(2-oxo-2,3-dihydrobenzo[d]thiazol-6-ylsulfonyl)-1-oxa-8-azaspiro[4.5]decan-3-ylamino)propoxy)-N-methylbenzenesulfonamide